ethylacetat C(C)OC(C)=O